O=C1NC(CC[C@@H]1NC(=O)C1=C(C2=C(C=C1)C1(CCNCC1)CO2)F)=O (S)-N-(2,6-dioxopiperidin-3-yl)-7-fluoro-2H-spiro[benzofuran-3,4'-piperidine]-6-carboxamide